NC1=NC=C(C=C1C=1C=C2CCNC(C2=CC1)=O)C1=C(C(=C(C=C1)N1CCN(CC1)C1CC1)F)F 6-(2-amino-5-(4-(4-cyclopropylpiperazin-1-yl)-2,3-difluorophenyl)pyridin-3-yl)-3,4-dihydroisoquinolin-1(2H)-one